C1=C(C=CC2=CC=CC=C12)C1=CC=C(NC2=CC=C(C=C2)C2=CC3=CC=CC=C3C=C2)C=C1 4-(naphthalen-2-yl)-N-[4-(naphthalen-2-yl)phenyl]aniline